3-[4-([2-[2-(2-aminoethoxy)ethoxy]ethyl]amino)-1-oxo-3H-isoindol-2-yl]piperidine-2,6-dione NCCOCCOCCNC1=C2CN(C(C2=CC=C1)=O)C1C(NC(CC1)=O)=O